O=C1NC(CCC1N1C(N(C2=C1C=CC(=C2)C#CCOCC2CCN(CC2)C(=O)OC(C)(C)C)C)=O)=O Tert-butyl 4-[3-[1-(2,6-dioxo-3-piperidyl)-3-methyl-2-oxo-benzimidazol-5-yl]prop-2-ynoxy methyl]piperidine-1-carboxylate